6-formyl-N,N',1-trimethyl-N-[4-(trifluoromethoxy)phenyl]indazole-3-carboxamidine C(=O)C1=CC=C2C(=NN(C2=C1)C)C(=NC)N(C1=CC=C(C=C1)OC(F)(F)F)C